tert-Butyl (4-(4-amino-7-(1,5-dimethyl-1H-pyrazol-3-yl)pyrrolo[2,1-f][1,2,4]triazin-5-yl)-2-methoxyphenyl)carbamate NC1=NC=NN2C1=C(C=C2C2=NN(C(=C2)C)C)C2=CC(=C(C=C2)NC(OC(C)(C)C)=O)OC